BrC1=C(C=C(C(=C1)S(N(C1=NC=NS1)CC1=C(C=C(C=C1)OC)OC)(=O)=O)F)NC[C@H](CC(CCNC(OC(C)(C)C)=O)(C)C)[C@@H](C)NC(OC(C)(C)C)=O di-tert-butyl ((5S,6R)-5-(((2-bromo-4-(N-(2,4-dimethoxybenzyl)-N-(1,2,4-thiadiazol-5-yl)sulfamoyl)-5-fluorophenyl)amino) methyl)-3,3-dimethylheptane-1,6-diyl)dicarbamate